O1CC[C@@H](C2=CC=CC=C12)NC(=O)C1=CC2=C(N=C(S2)C2CCN(CC2)CC)C=C1 (S)-N-(chroman-4-yl)-2-(1-ethylpiperidin-4-yl)benzo[d]thiazole-6-carboxamide